ClC1=C(CCC2=CC(=CC=C12)OC)C=O 1-chloro-6-methoxy-3,4-Dihydro-2-naphthalenecarbaldehyde